1H-pyridine-5-formic acid N1CC=CC(=C1)C(=O)O